C(=O)C1=NC=CC=C1 2-formylpyridine